C(C)(C)(C)C1C2=C(OP(OC3=C1C=C(C=C3C(C)(C)C3=CC=CC=C3)C(C)(C)C3=CC=CC=C3)F)C(=CC(=C2)C(C)(C)C2=CC=CC=C2)C(C)(C)C2=CC=CC=C2 12-(tert-butyl)-6-fluoro-2,4,8,10-tetrakis(2-phenylpropan-2-yl)-12H-dibenzo[d,g][1,3,2]dioxaphosphocine